soda-ethanol C([Na])O